5-(benzyloxy)-2-nitrobenzaldehyde C(C1=CC=CC=C1)OC=1C=CC(=C(C=O)C1)[N+](=O)[O-]